1-Ethyl-4-oxo-8-[[2-[2-oxo-3-(3-oxo-4H-pyrido[3,2-b][1,4]oxazin-6-yl)-1,3-oxazolidin-5-yl]ethylamino]methyl]-8,9-dihydro-7H-cyclopenta[h]chinolin C(C)N1C=CC(C2=CC=C3C(=C12)CC(C3)CNCCC3CN(C(O3)=O)C=3C=CC=1OCC(NC1N3)=O)=O